ClC1=CC(=C(C=C1Cl)C(NS(=O)C(C)(C)C)C1(CCN(CC1)C(=O)[C@@H]1OC(OC1)(C)C)C)OCC=C N-[[4,5-dichloro-2-(prop-2-en-1-yloxy)phenyl]([1-[(4R)-2,2-dimethyl-1,3-dioxolane-4-carbonyl]-4-methylpiperidin-4-yl])methyl]-2-methylpropane-2-sulfinamide